NC1=NC(=CC2=C(C=CC=C12)C=1C=C2C(=NN(C2=CC1)C(C)C)COC1=C(C=CC=C1)CC(=O)O)C 2-(2-((5-(1-amino-3-methylisoquinolin-5-yl)-1-isopropyl-1H-indazol-3-yl)methoxy)phenyl)acetic acid